C1=CC=CC=2C3=CC=CC=C3C(C12)COC(=O)N[C@H](C(=O)N[C@@H](CCC(=O)OC(C)(C)C)C(NC1=CC=C(C=C1)OC(F)(F)F)=O)CC=1N=NNN1 tert-Butyl (S)-4-((S)-2-((((9H-fluoren-9-yl)methoxy)carbonyl)amino)-3-(2H-tetrazol-5-yl)propanamido)-5-oxo-5-((4-(trifluoromethoxy)phenyl)amino)pentanoate